(2R,4S)-6-chloro-N-{3-[2-(4-chloro-3-fluorophenoxy)acetamido]bicyclo[1.1.1]pentan-1-yl}-7-fluoro-4-hydroxy-3,4-dihydro-2H-1-benzopyran-2-carboxamide ClC=1C(=CC2=C([C@H](C[C@@H](O2)C(=O)NC23CC(C2)(C3)NC(COC3=CC(=C(C=C3)Cl)F)=O)O)C1)F